4-bromo-3-isopropyl-1H-pyrazole BrC=1C(=NNC1)C(C)C